ClC=1C(=CC2=C([C@@H]([C@](O2)(C2=CC=CC=C2)CNC2CCC(CC2)(C)O)C)C1C1=C(C(=O)N)C=CC(=C1F)OC[C@H](C)O)F 2-((2S,3S,4S)-5-Chloro-6-fluoro-2-((((trans)-4-hydroxy-4-methylcyclohexyl)amino)methyl)-3-methyl-2-phenyl-2,3-dihydrobenzofuran-4-yl)-3-fluoro-4-((S)-2-hydroxypropoxy)benzamide